ClC1=CC=C(CNC(=O)C2N(CC(C2)O)C([C@H](C(C)(SC(C2=CC=CC=C2)(C2=CC=CC=C2)C2=CC=CC=C2)C)NC(=O)C2(CC2)F)=O)C=C1 N-(4-chlorobenzyl)-1-((R)-2-(1-fluorocyclopropane-1-amido)-3-methyl-3-(tritylthio)butanoyl)-4-hydroxypyrrolidine-2-carboxamide